OC=1C(C=CC2=CC(=COC21)OC)=CN2CCCCC2 8-hydroxy-3-methoxy-7-(piperidin-1-ylmethylene)benzopyran